C1(CC1)C=1C=C(N=NC1C1=C(C=C(C=C1)C#C)O)NC(CNC)=O N-(5-cyclopropyl-6-(4-ethynyl-2-hydroxyphenyl)pyridazine-3-yl)-2-(methylamino)acetamide